(1R,2R)-N-[4-(6-butanoyl-4-methylpyridin-3-yl)imidazo[1,2-a]1,6-naphthyridin-8-yl]-2-fluorocyclopropane-1-carboxamide C(CCC)(=O)C1=CC(=C(C=N1)C=1C=2N(C3=CC(=NC=C3C1)NC(=O)[C@@H]1[C@@H](C1)F)C=CN2)C